CC=1C2=C(C=CC1)S(CC1=C2N(N=C1C(=O)N1CCOC2(CC2)C1)C1=CC=C(C=C1)CN1CCOCC1)(=O)=O (9-methyl-1-(4-(morpholinomethyl)phenyl)-5,5-dioxido-1,4-dihydrothiochromeno[4,3-c]pyrazol-3-yl)(4-oxa-7-azaspiro[2.5]octan-7-yl)methanone